NCCC[C@](N)(CCCN(CCCN)CCCN)C(=O)O 2,N5,N5-tris(3-aminopropyl)-L-ornithine